3,4-didehydro-2,6-dideoxy-alpha-D-glucose O[C@@H]1CC(=O)C(=O)[C@H](O1)C